Anisol C1(=CC=CC=C1)OC